OC=1C(C=CC=C(C1)C=1C(=NC=CC1)C)=O 2-hydroxy-4-(2-methylpyridin-3-yl)cyclohepta-2,4,6-trien-1-one